3-(4-((5-amino-3,3-dimethylpentyl)(4-aminobutyl)amino)-1-oxoisoindolin-2-yl)piperidine-2,6-dione NCCC(CCN(C1=C2CN(C(C2=CC=C1)=O)C1C(NC(CC1)=O)=O)CCCCN)(C)C